2-(((1r,3r)-3-hydroxy-1-methylcyclobutyl)amino)-8-(isopropylamino)pyrido[3,4-d]pyrimidine-6-carbonitrile OC1CC(C1)(C)NC=1N=CC2=C(N1)C(=NC(=C2)C#N)NC(C)C